C(C1=CC=CC=C1)OC(N[C@H](C(NCCCCCNC(OC(C)(C)C)=O)=O)COC(C)(C)C)=O (S)-(2,2,16,16-tetramethyl-4,12-dioxo-3,15-dioxa-5,11-diazaheptadec-13-yl)carbamic acid benzyl ester